CNC(=O)C1=CC(=CC=2[C@](COC21)(C2=CC=CC=C2)C)C(=O)NC=2C=NNC2 |r| (+/-)-N7,3-dimethyl-3-phenyl-N5-(1H-pyrazol-4-yl)-2,3-dihydrobenzofuran-5,7-dicarboxamide